(1r,2s)-2-[1-(tert-butoxycarbonyl)-3-[(5-cyclopropyl-2-methylpyrazol-3-yl)amino]indazol-6-yl]-5'-methoxy-2'-oxospiro[cyclopropane-1,3'-indole]-1'-carboxylic acid tert-butyl ester C(C)(C)(C)OC(=O)N1C([C@@]2(C3=CC(=CC=C13)OC)[C@@H](C2)C2=CC=C1C(=NN(C1=C2)C(=O)OC(C)(C)C)NC=2N(N=C(C2)C2CC2)C)=O